C1(CC1)C1=NC2=CC=C(C=C2C(=N1)N1CCC(CC1)C1=C(C=CC=C1)OC)CN(CCN1CCOCC1)C {2-cyclopropyl-4-[4-(2-methoxy-phenyl)-piperidin-1-yl]-quinazolin-6-ylmethyl}-methyl-(2-morpholin-4-yl-ethyl)-amine